Hexane-2,4,6-triol trimethacrylate C(C(=C)C)(=O)OC(C)CC(CCOC(C(=C)C)=O)OC(C(=C)C)=O